C(CCCCCCC)C1C(O1)CCCCCCCCN 3-octyl-2-oxiraneoctanamine